tert-butyl 4-(4-(3-((tert-butoxycarbonyl) amino)-2-(4-phenyl-1H-1,2,3-triazol-1-yl) propanamido) phenyl)-1H-pyrazole-1-carboxylate C(C)(C)(C)OC(=O)NCC(C(=O)NC1=CC=C(C=C1)C=1C=NN(C1)C(=O)OC(C)(C)C)N1N=NC(=C1)C1=CC=CC=C1